O[C@@H](CN1CC=2N(CC1)C(=CN2)C=2C=C1C[C@@H](OC(C1=CC2)=O)C)C2=C(C1=C(C(OC1)=O)C=C2)C (3S)-6-{7-[(2R)-2-hydroxy-2-(4-methyl-1-oxo-1,3-dihydro-2-benzofuran-5-yl)ethyl]-5,6,7,8-tetrahydroimidazo[1,2-a]pyrazin-3-yl}-3-methyl-3,4-dihydro-1H-isochromen-1-one